1,3-dioxoisoindolin-2-yl 3-methyloxetane-3-carboxylate CC1(COC1)C(=O)ON1C(C2=CC=CC=C2C1=O)=O